ICCC1=CC=C(C=C1)B1OC(C(O1)(C)C)(C)C 2-(4-(2-iodoethyl)phenyl)-4,4,5,5-tetramethyl-1,3,2-dioxaborol